N-(4-(3-amino-7-(pyrimidin-2-yl)-6-(1,1,1-trifluoropropan-2-yl)-1H-pyrazolo[4,3-c]pyridine-4-yl)benzyl)-5-fluoro-2-methoxybenzamide NC1=NNC2=C1C(=NC(=C2C2=NC=CC=N2)C(C(F)(F)F)C)C2=CC=C(CNC(C1=C(C=CC(=C1)F)OC)=O)C=C2